C(#C)C1=CC=C(C=C1)C1(CC1)NC(=O)[C@H]1N(C[C@@H](C1)O)C(=O)[C@H](C(C)(C)C)NC(OC(C)(C)C)=O tert-butyl N-[(1S)-1-[(2S,4R)-2-[[1-(4-ethynylphenyl)cyclopropyl]carbamoyl]-4-hydroxy-pyrrolidine-1-carbonyl]-2,2-dimethyl-propyl]carbamate